C(C)(C)(C)OC(=O)N1CC2(C1)CC(C2)C=2C=NC(=CC2)C(F)(F)F 6-[6-(trifluoromethyl)-3-pyridinyl]-2-azaspiro[3.3]heptane-2-carboxylic acid tert-butyl ester